3-(1-methoxyethyl)-1H-pyrazolo[4,3-c]pyridine COC(C)C1=NNC2=C1C=NC=C2